{(1R,5R,6R,8R)-8-Methoxy-3,3-dimethyl-2,4,7-trioxabicyclo[3.3.0]oct-6-yl}methanol CO[C@@H]1O[C@@H]([C@H]2OC(O[C@@H]12)(C)C)CO